2-keto-4-(2,5,8,11-tetraoxadodecyl)-1,3-dioxolane O=C1OCC(O1)COCCOCCOCCOC